CC(=CC)[C@H]1[C@@H]2CC[C@H](CN1C(=O)OCC[Si](C)(C)C)N2C(=O)OC(C)(C)C 8-(tert-butyl) 3-(2-(trimethylsilyl)ethyl) (1S,2S,5R)-2-(but-2-en-2-yl)-3,8-diazabicyclo[3.2.1]octane-3,8-dicarboxylate